N-[(2R)-1-[(7-amino-3-methyl-1,2,3-benzotriazol-5-yl)methoxy]propan-2-yl]-6-bromo-8-methoxy-2-methylimidazo[1,2-a]pyrazine-3-carboxamide NC1=CC(=CC2=C1N=NN2C)COC[C@@H](C)NC(=O)C2=C(N=C1N2C=C(N=C1OC)Br)C